5,6-di-methyl-benzoimidazolylpentane CC1=CC2=C(N=C(N2)CCCCC)C=C1C